FC1=C(C=2[C@@](C3=C(NC2N=C1)CC(CC3=O)(C)C)(C3=CC(=CC=C3)S(=O)(=O)C)C)C(F)(F)F (S)-3-fluoro-5,8,8-trimethyl-5-(3-(methylsulfonyl)phenyl)-4-(trifluoromethyl)-7,8,9,10-tetrahydrobenzo[b][1,8]naphthyridin-6(5H)-one